C1N(CCC2=CC=CC=C12)C1=CC=2OC(C(=CC2S1)C(=O)O)=O 2-(3,4-Dihydro-1H-isoquinolin-2-yl)-5-oxo-5H-thieno[3,2-b]pyran-6-carboxylic acid